2-[Hydroxy(1H-indol-3-yloxy)phosphoryl]oxyethyl-trimethylazanium OP(=O)(OC1=CNC2=CC=CC=C12)OCC[N+](C)(C)C